2'-ethoxy-5-(4-((4-fluoro-2-(trifluoromethyl)benzyl)amino)-2-methylpyrrolidin-1-yl)-N-((R)-pyrrolidin-3-yl)-[2,3'-bipyridine]-6-carboxamide C(C)OC1=NC=CC=C1C1=NC(=C(C=C1)N1C(CC(C1)NCC1=C(C=C(C=C1)F)C(F)(F)F)C)C(=O)N[C@H]1CNCC1